4-(2-((1-methyl-1H-pyrazol-5-yl)sulfonyl)propan-2-yl)-N-(pyridin-4-yl)piperidine-1-carboxamide CN1N=CC=C1S(=O)(=O)C(C)(C)C1CCN(CC1)C(=O)NC1=CC=NC=C1